N[C@@H](CC)C1(CN(C1)C(=O)C=1C(=CC(N(N1)C)=O)NC1=C(C=C(C=C1)Br)F)O 6-({3-[(1S)-1-aminopropyl]-3-hydroxyazetidin-1-yl}carbonyl)-5-[(4-bromo-2-fluorophenyl)amino]-2-methylpyridazin-3(2H)-one